[(2R-5S)-5-aminotetrahydropyran-2-yl]methanol hydrochloride Cl.N[C@H]1CC[C@@H](OC1)CO